NCCNCCNCCC[Si](OC)(OC)C 3-[2-(2-Aminoethylamino)-ethylamino]-propylmethyldimethoxysilan